4-bromo-1-(tert-butyl)-1,3-dihydro-2H-benzo[d]imidazol-2-one BrC1=CC=CC=2N(C(NC21)=O)C(C)(C)C